(6R,12S)-1,12-Difluoro-6-methyl-6,9,10,11,11a,12-hexahydroindolo[3,2-b]quinolizin-8(5H)-one FC1=C2C(=CC=C1)NC1=C2[C@@H](C2CCCC(N2[C@@H]1C)=O)F